4-methyl-pentane-2-one CC(CC(C)=O)C